FC1=C(CN2[C@@H](CCC2=O)CC(=O)N[C@@H](C(C)C)C(=O)OCC(=C)Br)C=CC=C1F 2-Bromoallyl (2-((S)-1-(2,3-difluorobenzyl)-5-oxopyrrolidin-2-yl)acetyl)-L-valinate